CN([C@@H]1CN(CC1)C=1C=C(C=CC1)NC=1N=C(C2=C(N1)C=CS2)N2OCC[C@@H]2C2=CC=CC=C2)C N-(3-((S)-3-(dimethylamino)pyrrolidin-1-yl)phenyl)-4-((R)-3-phenylisoxazolidin-2-yl)thieno[3,2-d]pyrimidin-2-amine